C(C=C)(=O)O.NCCCCCCCN1C(CCC1=O)=O N-aminoheptylsuccinimide acrylate